(R)-N-((2,2-dimethyl-1,3-dioxolan-4-yl)methoxy)-2-((2-fluoro-4-iodophenyl)amino)thieno[2,3-b]pyridine-3-carboxamide CC1(OC[C@@H](O1)CONC(=O)C1=C(SC2=NC=CC=C21)NC2=C(C=C(C=C2)I)F)C